2-(2,2-difluoroethoxy)-6-trifluoromethyl-phenyl propyl sulfide C(CC)SC1=C(C=CC=C1C(F)(F)F)OCC(F)F